4-chloro-1-(5-(difluoromethyl)-1,3,4-thiadiazol-2-yl)-N-(2,3-dimethyloxetan-3-yl)-1H-indazole-6-sulfonamide ClC1=C2C=NN(C2=CC(=C1)S(=O)(=O)NC1(C(OC1)C)C)C=1SC(=NN1)C(F)F